CO[Si](CCCOCC1OC1)(OC)OC trimethoxy(3-(2-oxiranylmethoxy)propyl)silane